B(O)(O)O.C(CCCCCCC\C=C/CCCCCCCC)(=O)O oleic acid borate